7-methoxy-2-methylquinoline-5-carboxylic acid COC=1C=C(C=2C=CC(=NC2C1)C)C(=O)O